4-iodo-1-(1-((2-(trimethylsilyl)ethoxy)methyl)-1H-pyrazol-5-yl)-1H-pyrazole IC=1C=NN(C1)C1=CC=NN1COCC[Si](C)(C)C